N2-(6-fluoro-2,3-dihydrobenzofuran-3-yl)-6-(1H-indazol-6-yl)-1,3,5-triazine-2,4-diamine FC1=CC2=C(C(CO2)NC2=NC(=NC(=N2)N)C2=CC=C3C=NNC3=C2)C=C1